BrC(C(=O)NC1=NC=C(C=C1)OC1=NC=CC=C1F)C 2-bromo-N-(5-((3-fluoropyridin-2-yl)oxy)pyridin-2-yl)propionamide